C(#N)CCNS(=O)(=O)C1=CC=C(C(=O)NC=2SC3=C(N2)C=CC(=C3)CN3CCOCC3)C=C1 4-[N-(2-cyanoethyl)sulfamoyl]-N-[6-(morpholinylmethyl)benzothiazol-2-yl]Benzamide